1-((4,4-bis(octyloxy)butanoyl)oxy)-4-(oleoyloxy)butane-2,3-diyl bis(3-(piperidin-1-yl)propanoate) N1(CCCCC1)CCC(=O)OC(COC(CCC(OCCCCCCCC)OCCCCCCCC)=O)C(COC(CCCCCCC\C=C/CCCCCCCC)=O)OC(CCN1CCCCC1)=O